(6S,8R)-6-(4-bromo-2-methoxyphenyl)-7-((1-fluorocyclopropyl)methyl)-8-methyl-6,7,8,9-tetrahydro-3H-pyrazolo[4,3-f]isoquinoline BrC1=CC(=C(C=C1)[C@H]1N([C@@H](CC2=C3C(=CC=C12)NN=C3)C)CC3(CC3)F)OC